N-(4-(2-(2,2-difluoroacetyl)hydrazine-1-carbonyl)-2-fluorobenzyl)-N-(4-(trifluoromethyl)phenyl)methanesulfonamide FC(C(=O)NNC(=O)C1=CC(=C(CN(S(=O)(=O)C)C2=CC=C(C=C2)C(F)(F)F)C=C1)F)F